ClC1=C(C=CC(=C1)OC(F)F)C=1C=C2C=NN(C2=CC1)C=1C=CC(=C(C1)O)F 5-(5-(2-Chloro-4-(difluoromethoxy)phenyl)-1H-indazol-1-yl)-2-fluorophenol